4-(5-bromo-2-fluorophenylsulfonyl)morpholine BrC=1C=CC(=C(C1)S(=O)(=O)N1CCOCC1)F